ClC=1C=C2C(C[C@H](OC2=CC1)C(=O)O)=O (S)-6-chloro-4-oxochromane-2-carboxylic acid